CC=1C=C(C(=N)N)C=CC1C 3,4-dimethylbenzamidine